ClC=1C=C(C=C(C1CC1=NNC(C(=C1)C(C)C)=O)Cl)N(C(OC(C)(C)C)=O)CC1=NOC(N1)=O tert-butyl (3,5-dichloro-4-((5-isopropyl-6-oxo-1,6-dihydropyridazin-3-yl)methyl)phenyl)((5-oxo-4,5-dihydro-1,2,4-oxadiazol-3-yl)methyl)carbamate